FC1=C(C=CC(=C1)OC1=NN(C=C1)C=1C=NC(=NC1)OC)NC1=NC=NC2=CC(=C(C=C12)O[C@@H]1CNCC1)OC (S)-N-(2-fluoro-4-((1-(2-methoxypyrimidin-5-yl)-1H-pyrazol-3-yl)oxy)phenyl)-7-methoxy-6-(pyrrolidin-3-yloxy)quinazolin-4-amine